OC1=CC=C(CC2=CC(=CC(=C2)CC2=CC=C(C=C2)O)CC2=CC=C(C=C2)O)C=C1 1,3,5-Tris(4-hydroxybenzyl)benzene